α,α-dimethylphenethyl alcohol CC(CC1=CC=CC=C1)(C)O